1,6-dimethyl-2-chloroacetaminomethyl-3-hydroxy-4-pyridone CN1C(=C(C(C(=C1C)CNC(=O)C)=O)O)Cl